N-(2-(benzylamino)-2-oxo-1-(pyridin-4-yl)ethyl)-N-propyl-4-(pyridin-1-yl)butanamide C(C1=CC=CC=C1)NC(C(C1=CC=NC=C1)N(C(CCCN1CC=CC=C1)=O)CCC)=O